N-[(6-Amino-2-pyridyl)sulfonyl]-6-(3-fluoro-5-isobutoxyphenyl)-2-(tetrahydropyran-2-ylmethoxy)pyridin-3-carboxamid NC1=CC=CC(=N1)S(=O)(=O)NC(=O)C=1C(=NC(=CC1)C1=CC(=CC(=C1)OCC(C)C)F)OCC1OCCCC1